2-methyl-5-[(2-methyl-1,3-thiazol-5-yl)methoxy]-N-(1-methylpiperidin-4-yl)-2H-indazole-3-carboxamide CN1N=C2C=CC(=CC2=C1C(=O)NC1CCN(CC1)C)OCC1=CN=C(S1)C